1-carboxyethyl-3-mercaptoimidazole bromide salt [Br-].C(=O)(O)C(C)C1=NC=CN1S